5,5'-Thiodisalicylic acid S(C1=CC=C(C(C(=O)O)=C1)O)C1=CC=C(C(C(=O)O)=C1)O